4-(3,6-dihydro-2H-pyran-4-yl)-2-(morpholin-4-yl)-8-(1H-pyrazol-5-yl)-1,7-naphthyridine O1CCC(=CC1)C1=CC(=NC2=C(N=CC=C12)C1=CC=NN1)N1CCOCC1